3-(((6-hydroxy-5'-methyl-4-pentyl-2'-(prop-1-en-2-yl)-[1,1'-biphenyl]-2-yl)oxy)(methoxy)phosphoryl)propyl acetate C(C)(=O)OCCCP(=O)(OC)OC1=C(C(=CC(=C1)CCCCC)O)C1=C(C=CC(=C1)C)C(=C)C